BrC=1C=C(C2=C(CC(O2)(C)CNC(=O)OC(C)(C)C)C1)[C@@H](C)NC1=NC=2N(C=C1)N=CC2C(=O)O 5-(((1R)-1-(5-bromo-(((tert-butoxycarbonyl)amino)methyl)-2-methyl-2,3-dihydrobenzofuran-7-yl)ethyl)amino)pyrazolo[1,5-a]pyrimidine-3-carboxylic acid